3-((3-((4-(4-(1-(4-hydroxyphenyl)-2-phenylbut-1-en-1-yl)phenyl)piperazin-1-yl)methyl)phenyl)amino)piperidine-2,6-dione OC1=CC=C(C=C1)C(=C(CC)C1=CC=CC=C1)C1=CC=C(C=C1)N1CCN(CC1)CC=1C=C(C=CC1)NC1C(NC(CC1)=O)=O